N,2-dimethyl-pyrazole-3-carboxamide CNC(=O)C=1N(N=CC1)C